FC=1C=C(C=NC1)CCCNC(=O)C=1N=CSC1C1=CC(=C(C=C1)OC)I N-(3-(5-fluoropyridin-3-yl)propyl)-5-(3-iodo-4-methoxyphenyl)thiazole-4-carboxamide